(4-(1-(cyclopropylmethyl)-4-(trifluoromethyl)-1H-imidazol-2-yl)phenyl)methanamine C1(CC1)CN1C(=NC(=C1)C(F)(F)F)C1=CC=C(C=C1)CN